(1R,2S)-2-aminocyclopentanol hydrochloride Cl.N[C@@H]1[C@@H](CCC1)O